C(C(=C)C)(=O)NC(CS(=O)(=O)O)(C)C 2-methacrylamido-2-methyl-propanesulfonic acid